(1s,4s)-1-methyl-4-((4-(methylamino)-5-(pyrazolo[1,5-a]pyrimidin-5-yl)-7H-pyrrolo[2,3-d]pyrimidin-2-yl)amino)cyclohexan-1-ol CC1(CCC(CC1)NC=1N=C(C2=C(N1)NC=C2C2=NC=1N(C=C2)N=CC1)NC)O